BrC1=CC=C(C(=N1)OC)OCOC 6-bromo-2-methoxy-3-(methoxymethoxy)pyridine